CC1N(CC1C)C1=CC(=C2CN(C(C2=C1)=O)C1=CC(=CC=C1)C1(COC1)CC1=NN=CN1C)C(F)(F)F 6-(2,3-dimethylazetidin-1-yl)-2-(3-(3-((4-methyl-4H-1,2,4-triazol-3-yl)methyl)oxetan-3-yl)phenyl)-4-(trifluoromethyl)isoindolin-1-one